tert-butyl (4-chloro-2-(isopropylcarbamoyl)thiazol-5-yl)carbamate ClC=1N=C(SC1NC(OC(C)(C)C)=O)C(NC(C)C)=O